tert-butyl (3R,4S,5S)-4-[(2S)-2-[(2S)-2-{[(9H-fluoren-9-ylmethoxy)carbonyl] (methyl)amino}-3-methylbutanamido]-N,3-dimethylbutanamido]-3-methoxy-5-methylheptanoate C1=CC=CC=2C3=CC=CC=C3C(C12)COC(=O)N([C@H](C(=O)N[C@H](C(=O)N(C)[C@H]([C@@H](CC(=O)OC(C)(C)C)OC)[C@H](CC)C)C(C)C)C(C)C)C